(3R,7S)-2-(3,4-Dichlorobenzoyl)-7-(hydroxymethyl)-3-methyl-9-(1-(2-(trifluoromethyl)pyrimidin-5-yl)ethyl)-1,2,3,4,8,9-hexahydropyrido[4',3':3,4]pyrazolo[1,5-a]pyrazin-10(7H)-one ClC=1C=C(C(=O)N2CC=3C(=NN4C3C(N(C[C@H]4CO)C(C)C=4C=NC(=NC4)C(F)(F)F)=O)C[C@H]2C)C=CC1Cl